[Cl-].C(C=C)(=O)OCCC[N+](CCCC)(CC)C acryloxypropylmethylethylbutylammonium chloride